4-[[5-(2,4-difluoro-3-hydroxy-phenyl)-1,3,4-thiadiazol-2-yl]methyl]-6-isopropyl-4,6-diazaspiro[2.4]heptane-5,7-dione FC1=C(C=CC(=C1O)F)C1=NN=C(S1)CN1C2(CC2)C(N(C1=O)C(C)C)=O